O1N=CC(=C1)N 1,2-oxazol-4-amine